O=C[C@@H](O)[C@@H](O)[C@H](O)[C@H](O)C(=O)OC(C)=O acetyl mannuronate